5-(aminomethyl)-4-phenylpyrimidine-2-carboxylic acid methyl ester COC(=O)C1=NC=C(C(=N1)C1=CC=CC=C1)CN